COC1=CC=C(C=C1)N(C1=CC2=C(C=C1)C1=CC=C(C=C1C21C2=CC=CC=C2OC=2C=CC=CC12)N(C1=CC=C(C=C1)[N+](=O)[O-])C1=CC=C(C=C1)OC)C1=CC=C(C=C1)[N+](=O)[O-] N2,N7-bis(4-methoxyphenyl)-N2,N7-bis(4-nitrophenyl)spiro[fluorene-9,9'-xanthene]-2,7-diamine